2-(4-(8-((3-fluoro-4-(4-glycylpiperazine-1-carbonyl)-5-methylphenyl)amino)imidazo[1,2-a]pyrazin-3-yl)-3-(trifluoromethyl)-1H-pyrazol-1-yl)acetonitrile FC=1C=C(C=C(C1C(=O)N1CCN(CC1)C(CN)=O)C)NC=1C=2N(C=CN1)C(=CN2)C=2C(=NN(C2)CC#N)C(F)(F)F